COC=1C(=CC2=CN(N=C2C1)[C@H]1[C@@H](CC2(OCCO2)CC1)C)C(=O)OC methyl 6-methoxy-2-((7R,8R)-7-methyl-1,4-dioxaspiro[4.5]decan-8-yl)-2H-indazole-5-carboxylate